6-((benzyl(methyl)amino)methyl)-N2-p-tolyl-N-(2,4,4-trimethylpentan-2-yl)pyrimidine-2,4-diamine C(C1=CC=CC=C1)N(C)CC1=CC(=NC(=N1)N(C(C)(CC(C)(C)C)C)C1=CC=C(C=C1)C)N